tert-butyl 2-(4-amino-6-(trifluoromethyl)-9H-pyrimido[4,5-b]indol-9-yl)acetate NC1=NC=NC=2N(C3=CC=C(C=C3C21)C(F)(F)F)CC(=O)OC(C)(C)C